heptadecan-9-yl 8-((6-((S)-2-acetamido-3-(1H-imidazol-5-yl)propanamido)-2-hydroxyhexyl)(6-oxo-6-(undecyloxy)hexyl)amino)octanoate C(C)(=O)N[C@H](C(=O)NCCCCC(CN(CCCCCCCC(=O)OC(CCCCCCCC)CCCCCCCC)CCCCCC(OCCCCCCCCCCC)=O)O)CC1=CN=CN1